C1(CC1)C1=CC(=C2CN(C(C2=C1)=O)C1=CC(=CC=C1)[C@@]([C@@H](C1=NN=CN1C)F)(C)F)C(F)(F)F cis-6-cyclopropyl-2-(3-((1R,2R)-1,2-difluoro-1-(4-methyl-4H-1,2,4-triazol-3-yl)propan-2-yl)phenyl)-4-(trifluoromethyl)isoindolin-1-one